N,N-bis(2,4-dimethoxybenzyl)-8-iodopyrazolo[1,5-a][1,3,5]triazin-4-amine COC1=C(CN(C2=NC=NC=3N2N=CC3I)CC3=C(C=C(C=C3)OC)OC)C=CC(=C1)OC